ClC1=C(C(C2=CC=CC=C2)(C2=CC=CC=C2)OC(C[C@H](C(=O)N(C)[C@H](CN)CCCCNS(=O)(=O)C2=C(C=CC=C2)[N+](=O)[O-])CC2=CC=CC=C2)=O)C=CC=C1 (2-chlorotrityl)-(R)-4-(((S)-1-amino-6-((2-nitrophenyl)sulfonamido)hexan-2-yl)(methyl)amino)-3-benzyl-4-oxobutanoate